2-(3,5-dibenzyloxyphenyl)-5,6-dihydroxybenzofuran C(C1=CC=CC=C1)OC=1C=C(C=C(C1)OCC1=CC=CC=C1)C=1OC2=C(C1)C=C(C(=C2)O)O